(-)-camphorsulfonic acid CC1([C@H]2CC[C@@]1(C(=O)C2)CS(=O)(=O)O)C